COC=1C=C2CCN(C(C2=CC1OC)CCC1=CN(C2=CC=CC=C12)CCN(C)C)CC1CCOCC1 2-(3-(2-(6,7-dimethoxy-2-((tetrahydro-2H-pyran-4-yl)methyl)-1,2,3,4-tetrahydroisoquinolin-1-yl)ethyl)-1H-indol-1-yl)-N,N-dimethylethan-1-amine